((2-phenyl-1-indenyl)-ethyl)-2-indanol C1(=CC=CC=C1)C=1C(C2=CC=CC=C2C1)CCC1C(CC2=CC=CC=C12)O